SC=1NC2=C(N1)C=CC(=C2)S(=O)(=O)O 2-mercapto-5-benzimidazolesulfonic acid